P(=S)(SC)(SC)OC trimethyl trithiophosphate